2-methyl-benzyl-(methyl)carbamic acid tert-butyl ester C(C)(C)(C)OC(N(C)CC1=C(C=CC=C1)C)=O